2-[[(4-chlorophenyl)sulfonyl]amino]-4,5-dimethoxy-N-[4-(4-thiomorpholinylsulfonyl)phenyl]benzamide ClC1=CC=C(C=C1)S(=O)(=O)NC1=C(C(=O)NC2=CC=C(C=C2)S(=O)(=O)N2CCSCC2)C=C(C(=C1)OC)OC